CC1=C(C=CC=C1C)CC(=O)[O-] 2,3-dimethylphenylacetate